acetate sodium salt [Na+].C(C)(=O)[O-]